o-methoxybenzyl chloride COC1=C(CCl)C=CC=C1